(diphenyltriazinyl)(pyridineyl)(phenyldibenzoselenophenyl)benzene C1(=CC=CC=C1)C1=C(C(=NN=N1)C=1C(=C(C=CC1)C1=C(C=CC=2[Se]C3=C(C21)C=CC=C3)C3=CC=CC=C3)C3=NC=CC=C3)C3=CC=CC=C3